3-(5-Oxo-8-((S)-1,2,3,4-tetrahydroisoquinolin-3-yl)pyrrolo[2,3,4-de]quinolin-4(5H)-yl)piperidine-2,6-dione O=C1N(C2=CC=NC=3C(=CC=C1C23)[C@H]2NCC3=CC=CC=C3C2)C2C(NC(CC2)=O)=O